C(#N)C1=C(C(=C(C(=C1)C1=CC(=NC=C1)F)CC(=O)OC(C)(C)C)C(C)C)F tert-butyl 2-(4-cyano-3-fluoro-6-(2-fluoropyridin-4-yl)-2-isopropylphenyl)-acetate